FC(C=1C=CC=2N(C1)C(=CN2)C2=CC=CC(=N2)NC2CNCC2(F)F)F 6-(6-(difluoromethyl)imidazo[1,2-a]pyridin-3-yl)-N-(4,4-difluoropyrrolidin-3-yl)pyridin-2-amine